tert-Butyl 3-(1-hydroxy ethyl)-3-nitro-cyclobutanecarboxylate OC(C)C1(CC(C1)C(=O)OC(C)(C)C)[N+](=O)[O-]